trimethylsilyl propynyl phosphate P(=O)(O[Si](C)(C)C)(OC#CC)[O-]